C(C)N1N=C(C=C1C)NC(NC(C(=O)N)CC1=CC=CC=C1)=O 2-(3-(1-ethyl-5-methyl-1H-pyrazol-3-yl)ureido)-3-phenylpropanamide